ClC1=C(C(=CC=C1Cl)OC)C(C1=CC=NC=C1)N1CC(C1)C(=O)N [(2,3-dichloro-6-methoxyphenyl)(pyridin-4-yl)methyl]azetidine-3-carboxamide